5-methyl-1-(4-((4'-((4-methyl-1,4-diazepan-1-yl)methyl)-[1,1'-biphenyl]-4-yl)methyl)phenyl)-1H-1,2,4-triazole-3-carboxamide CC1=NC(=NN1C1=CC=C(C=C1)CC1=CC=C(C=C1)C1=CC=C(C=C1)CN1CCN(CCC1)C)C(=O)N